[Tl].[P].[Ga].[In].[Al] aluminum indium gallium phosphorus thallium